N1=C2N(C(N=C1)=O)C=CN2 imidazolo[1,2-a]-1,3,5-triazin-4(8H)-one